((4-(4-chlorobenzyl)piperazin-1-yl)methyl)-5,7-dihydroxy-2-(4-hydroxyphenyl)-4H-benzopyran-4-one ClC1=CC=C(CN2CCN(CC2)CC2=C(OC3=C(C2=O)C(=CC(=C3)O)O)C3=CC=C(C=C3)O)C=C1